2-(methylthio)-4-((tetrahydro-2H-pyran-4-yl)amino)pyrimidine-5-carboxylic acid CSC1=NC=C(C(=N1)NC1CCOCC1)C(=O)O